[C@@H]1(C[C@H](S)[C@@H](C)O1)N1C(=O)N=C(N)C=C1 dideoxy-3'-thiocytidine